methyl 6-((diethoxyphosphono)methyl)nicotinate C(C)OOP(=O)(OOCC)CC1=NC=C(C(=O)OC)C=C1